methyl (R)-9-(5-((1-(3-fluoropropyl)pyrrolidin-3-yl)oxy)-2-methylphenyl)-6,7-dihydro-5H-benzo[7]annulene-3-carboxylate FCCCN1C[C@@H](CC1)OC=1C=CC(=C(C1)C1=CCCCC2=C1C=CC(=C2)C(=O)OC)C